NC1=NC=CC(=N1)C1=C(C=2C(NCCC2N1)=O)NC1=C(C(=CC=C1)Cl)F 2-(2-aminopyrimidin-4-yl)-3-[(3-chloro-2-fluorophenyl)amino]-1H,5H,6H,7H-pyrrolo[3,2-c]pyridin-4-one